C(C)(C)S(=O)(=O)CCCC i-propyl-1-butyl sulfone